CC1(CC(C1)NC=1N=CC2=C(N1)NC=C2C=2C=C1N=CC=NC1=CC2)O 1-methyl-3-((5-(quinoxalin-6-yl)-7H-pyrrolo[2,3-d]pyrimidin-2-yl)amino)cyclobutan-1-ol